F[C@H]1CN(CC[C@H]1NC=1C=2N(C=CN1)C(=C(C2)C#CCNC=2C=C(C(=O)NC)C=CC2OC([2H])([2H])[2H])SC(F)(F)F)C 3-((3-(1-(((3S,4R)-3-fluoro-1-methylpiperidin-4-yl)amino)-6-((trifluoromethyl)thio)pyrrolo[1,2-a]pyrazin-7-yl)prop-2-yn-1-yl)amino)-4-(methoxy-d3)-N-methylbenzamide